BrC=1C=CC(=NC1)CN1C(C(N(C=C1)C1(CC1)C)=O)=O 1-((5-bromopyridin-2-yl)methyl)-4-(1-methylcyclopropyl)-1,4-dihydropyrazine-2,3-dione